ethyl 5-hydroxypentanoate OCCCCC(=O)OCC